C(CC)NC(=O)C1=NC=CC(=C1)OC1=CC=C(C=C1)NC(=O)C=1N=NN(C1C(F)(F)F)C1=C(C=CC=C1)C(F)(F)F N-propyl-4-(4-(5-(trifluoromethyl)-1-(2-(trifluoromethyl)phenyl)-1H-1,2,3-triazole-4-carboxamido)phenoxy)pyridinecarboxamide